C1(=CC=C(C=C1)NC1=CC2=C(NC(=N2)CSC2=CC(=NC=C2)C(F)(F)F)C=C1)C N-(p-Tolyl)-2-(((2-(trifluoromethyl)pyridin-4-yl)thio)methyl)-1H-benzo[d]imidazol-5-amine